NC1=NC(=C2N=CN(C2=N1)[C@H]1C=C[C@H](C1)COP(=O)(OC1=CC=CC2=CC=CC=C12)N[C@@H](C)C(=O)OC)OC Methyl ((((1S,4R)-4-(2-amino-6-methoxy-9H-purin-9-yl)cyclopent-2-en-1-yl)methoxy)(naphthalen-1-yloxy)phosphoryl)-L-alaninate